ClC=1C=CC(=C(C1)N1C(C(N(CC1)[C@@H](CC1=CC=C(C=C1)NC(=O)N1CCC(CC1)C#N)C(=O)NC=1C=C2C(=CC(NC2=CC1)=O)O)=O)=O)N1N=NN=C1 (S)-N-(4-(2-(4-(5-chloro-2-(1H-tetrazol-1-yl)phenyl)-2,3-dioxopiperazin-1-yl)-3-((4-hydroxy-2-oxo-1,2-dihydroquinolin-6-yl)amino)-3-oxopropyl)phenyl)-4-cyanopiperidine-1-carboxamide